C(C)(C)(C)OC(=O)N1CCC(CC1)C=1SC=C(N1)C1=C(C=CC=C1)OC 4-[4-(2-methoxyphenyl)-1,3-thiazol-2-yl]piperidine-1-carboxylic acid tert-butyl ester